C(C1=CC=CC=C1)OC1=CC=C(C(=C1O)Br)Cl 6-Benzyloxy-2-bromo-3-chloro-phenol